o-diallyl-benzene C(C=C)C1=C(C=CC=C1)CC=C